(2S)-2-amino-2-((5S)-1,1-difluorospiro[2.5]octan-5-yl)acetic acid N[C@H](C(=O)O)[C@@H]1CC2(CC2(F)F)CCC1